N1=CC(=C2N1C=CC=N2)C2=NN(C=C2N)COCC[Si](C)(C)C 3-(pyrazolo[1,5-a]pyrimidin-3-yl)-1-((2-(trimethylsilyl)ethoxy)methyl)-1H-pyrazol-4-amine